2-(3-(8-chloroimidazo[1,2-a]pyridin-6-yl)-3-(4-methyl-4H-1,2,4-triazol-3-yl)cyclobutyl)acetonitrile ClC=1C=2N(C=C(C1)C1(CC(C1)CC#N)C1=NN=CN1C)C=CN2